2-(6-Chloro-benzothiazol-2-ylamino)-1-methyl-1H-benzoimidazole-5-carboxylic acid [2-(4-hydroxymethyl-piperidin-1-yl)-2-oxo-ethyl]-amide OCC1CCN(CC1)C(CNC(=O)C1=CC2=C(N(C(=N2)NC=2SC3=C(N2)C=CC(=C3)Cl)C)C=C1)=O